O[C@@H]1[C@H](CC[C@@H]1O)CNC(OC(C)(C)C)=O |r| tert-Butyl rac-[(1R,2R,3S)-2,3-dihydroxycyclopentyl]methylcarbamate